tert-butyl 4-((3-(4-methyl-1-((2-(trimethylsilyl)ethoxy)methyl)-1H-pyrazol-3-yl)pyridin-2-yl)methoxy)piperidine-1-carboxylate CC=1C(=NN(C1)COCC[Si](C)(C)C)C=1C(=NC=CC1)COC1CCN(CC1)C(=O)OC(C)(C)C